5-amino-3-(2-(4-(2-fluoro-4-(1-oxidothiomorpholine-4-carbonyl)phenyl)piperazin-1-yl)ethyl)-8-(furan-2-yl)thiazolo[5,4-e][1,2,4]triazolo[1,5-c]pyrimidin-2(3H)-one NC1=NC2=C(C=3N1N=C(N3)C=3OC=CC3)SC(N2CCN2CCN(CC2)C2=C(C=C(C=C2)C(=O)N2CCS(CC2)=O)F)=O